(2s,3r)-methyl-3-(2-iodophenyl)-2,3-dihydroxypropionate COC([C@H]([C@H](O)C1=C(C=CC=C1)I)O)=O